4,5-diamino-2,6-dihydroxypyrimidine NC1=NC(=NC(=C1N)O)O